C(C)S(=O)(=O)N=C1[C@@H](C=C(NC=2C(=NC(=C(N2)C)C2=CC=CC=3N(C=NC32)C)C(=O)N)C=C1C)C |o1:7| rel-(R)-3-[4-(ethylsulfonylimino)-3,5-dimethyl-anilino]-5-methyl-6-(1-methylbenzimidazole-4-yl)pyrazine-2-carboxamide